2-((2-(((tert-butoxycarbonyl)(2-(6-methoxy-3-nitropyridin-2-yl)ethyl)amino)methyl)-4-fluorophenyl)amino)-5-(2,2,2-trifluoroethoxy)benzoic acid hydrochloride Cl.C(C)(C)(C)OC(=O)N(CCC1=NC(=CC=C1[N+](=O)[O-])OC)CC1=C(C=CC(=C1)F)NC1=C(C(=O)O)C=C(C=C1)OCC(F)(F)F